5-(7-methoxy-9H-pyrrolo[2,3-b:4,5-c']dipyridin-2-yl)pyrimidine-2-carbonitrile COC1=CC2=C(C=N1)C=1C(=NC(=CC1)C=1C=NC(=NC1)C#N)N2